C(CCC)C1=C(C(=NN1CC(C)C)CC(C)C)O 5-n-Butyl-1,3-diisobutyl-4-hydroxy-pyrazol